5-((1S,5R)-1-(5-(3-fluoropyrrolidin-3-yl)-1,3,4-oxadiazol-2-yl)-5-(trifluoromethyl)-3-azabicyclo[3.1.0]hex-3-yl)quinoline-8-carbonitrile FC1(CNCC1)C1=NN=C(O1)[C@@]12CN(C[C@]2(C1)C(F)(F)F)C1=C2C=CC=NC2=C(C=C1)C#N